3-[3-[3-fluoro-3-methyl-1-(4-methyl-4H-1,2,4-triazol-3-yl)cyclobutyl]phenyl]-6-[(2-methoxyethylamino)methyl]-8-methyl-chromen-4-one FC1(CC(C1)(C1=NN=CN1C)C=1C=C(C=CC1)C1=COC2=C(C=C(C=C2C1=O)CNCCOC)C)C